CC(C(=O)OCN1C(=NC(=C1)C1=NC(=NC=C1C)SC)C(=O)OCC)(C)C ethyl 1-(2,2-dimethylpropanoyloxymethyl)-4-(5-methyl-2-methylsulfanyl-pyrimidin-4-yl)imidazole-2-carboxylate